C1(CC1)[C@H](C1=CC=2N(N=C1)C=CN2)NC(CCC(F)(F)F)=O 7-((R)-Cyclopropyl(4,4,4-trifluorobutanamido)methyl)imidazo[1,2-b]pyridazin